C1N(CC12CNC2)C2=CC=C(C=C2)NC=2C(=NC=C(N2)N2CC(CCC2)N2C(N(CC2)C2COC2)=O)C(=O)N ((4-(2,6-diazaspiro[3.3]heptan-2-yl)phenyl)amino)-5-(3-(3-(oxetan-3-yl)-2-oxoimidazolin-1-yl)piperidin-1-yl)pyrazine-2-carboxamide